FC=1C=C(C=C(C1)CCN[C@@H]([C@H]1CNC2=CC=CN=C2C1)C1=CC=CC=C1)[C@H](C(=O)O)C |o1:27| (R or S)-2-(3-fluoro-5-(2-(((S)-phenyl((R)-1,2,3,4-tetrahydro-1,5-naphthyridin-3-yl)methyl)amino)ethyl)phenyl)propanoic acid